C(C)C=1C=CN2C1C(NC1=C2SC(=C1)CN1CCN(CC1)C=1C=CC(=NC1)C(=O)NC)=O 5-(4-((6-ethyl-5-oxo-4,5-dihydropyrrolo[1,2-a]thieno[3,2-e]pyrazin-2-yl)methyl)piperazin-1-yl)-N-methylpyridinecarboxamide